C1[C@@H]([C@H]([C@@H]([C@H]([C@@H]1NC(=O)[C@H](CCN)O)O)O[C@H]2[C@@H]([C@H]([C@H](O2)CO)O)O)O[C@@H]3[C@@H]([C@H]([C@@H]([C@H](O3)CN)O)O)N)N The molecule is a butirosin that consists of neamine in which is substituted at position 2 by a beta-D-xylofuranosyl and at position 4 by an (S)-2-hydroxy-4-aminobutyryl group. It has a role as an antimicrobial agent. It derives from a neamine.